OC(CN1[C@@H](CN(CC1)C(=O)OC(C)(C)C)CO)C=1N=NC(=CC1)C(F)(F)F tert-butyl (3S)-4-(2-hydroxy-2-(6-(trifluoromethyl)pyridazin-3-yl)ethyl)-3-(hydroxymethyl)piperazine-1-carboxylate